((1S)-3-fluoro-1-hydroxy-1-(4-(methylsulfonyl)phenyl) propan-2-yl)carbamate FCC([C@H](C1=CC=C(C=C1)S(=O)(=O)C)O)NC([O-])=O